6-(2-(5-Cyclopropyl-3-(2-(trifluoromethyl)pyridin-3-yl)isoxazol-4-yl)-7-azaspiro[3.5]non-1-en-7-yl)-4-(difluoromethoxy)chinolin C1(CC1)C1=C(C(=NO1)C=1C(=NC=CC1)C(F)(F)F)C1=CC2(C1)CCN(CC2)C=2C=C1C(=CC=NC1=CC2)OC(F)F